N[C@@H]1CN(CC1)CC1=CN(C(O1)=O)C(C)C=1C=CC=C2C(=C(NC12)C(=O)O)C1=CC(=C(C=C1)CS(=O)(=O)C)F 7-[1-[5-[[(3S)-3-Aminopyrrolidin-1-yl]methyl]-2-oxo-oxazol-3-yl]ethyl]-3-[3-fluoro-4-(methylsulfonylmethyl)phenyl]-1H-indole-2-carboxylic acid